C(C1CO1)C1(C(CCCC1)(C(=O)O)CC1CO1)C(=O)O.C(C1CO1)OC(=O)C1C(CCCC1)C(=O)OCC1CO1 cyclohexane-1,2-dicarboxylic acid diglycidyl ester (diglycidyl 1,2-cyclohexanedicarboxylate)